(2-((2-fluorobenzyl)oxy)pyridin-4-yl)methanamine FC1=C(COC2=NC=CC(=C2)CN)C=CC=C1